Ethyl 4-((methoxy-d3)carbamoyl)-1,2,3-thiadiazole-5-carboxylate C(ONC(=O)C=1N=NSC1C(=O)OCC)([2H])([2H])[2H]